((2-formylphenoxy)methyl)benzoic acid methyl ester COC(C1=C(C=CC=C1)COC1=C(C=CC=C1)C=O)=O